C(C(O)C)(=O)[O-].C(C(O)C)(=O)[O-].C(CCC)[Sn+2]CCCC dibutyltin dilactate